6-chloro-N-((1R,2R,4S)-7-cyano-7-azabicyclo[2.2.1]heptan-2-yl)-N-methyl-1-(6-methyl-2-pyridinyl)-1H-indazol-5-carboxamide ClC1=C(C=C2C=NN(C2=C1)C1=NC(=CC=C1)C)C(=O)N(C)[C@H]1[C@H]2CC[C@@H](C1)N2C#N